FC1=C(C=CC(=C1F)OC)C1=CN=C2N1C=CN=C2NC2=CC(=C(C=C2)S(=O)(=O)N2CCN(CC2)C(=O)C2(CCNCC2)O)CC [4-[4-[[3-(2,3-difluoro-4-methoxy-phenyl)imidazo[1,2-a]pyrazin-8-yl]amino]-2-ethyl-phenyl]sulfonylpiperazin-1-yl]-(4-hydroxy-4-piperidinyl)methanone